O=C1N(C2=CC=CC=C2C(N1CCC1=CC=C(C=C1)CN1CCCCC1)=O)CC1=CC=C(C(=O)NO)C=C1 4-((2,4-dioxo-3-(4-(piperidin-1-ylmethyl)phenethyl)-3,4-dihydroquinazolin-1(2H)-yl)methyl)-N-hydroxybenzoamide